IMIDAZOLIDINDIONE N1C(NC(C1)=O)=O